Adamantylzinc C12(CC3CC(CC(C1)C3)C2)[Zn]